6-Hydroxy-hexylmethacrylat OCCCCCCOC(C(=C)C)=O